NC1=NC=2C=C(C(=CC2C2=C1C=NN2C)C(=O)N(CC2=NC=C(C=C2)C(F)(F)F)N2C(CCCC2)=O)Cl 4-amino-7-chloro-1-methyl-N-(2-oxopiperidin-1-yl)-N-((5-(trifluoromethyl)pyridin-2-yl)methyl)-1H-pyrazolo[4,3-c]quinoline-8-carboxamide